OC1N(CCC1)C(CCC)=O 1-(hydroxypyrrolidin-1-yl)butan-1-one